7-hydroxy-4-phenyl-5-(2-(prop-2-yn-1-yloxy)ethoxy)-2H-chromen-2-one OC1=CC(=C2C(=CC(OC2=C1)=O)C1=CC=CC=C1)OCCOCC#C